C(C)(C)(C)OC[C@@](C(=O)O)(NC(C(F)(F)F)=O)C (S)-3-(tert-butoxy)-2-methyl-2-(2,2,2-trifluoroacetamido)propanoic acid